[Pt](Cl)Cl.FC(C1=CC=C(C=C1)C1=CC=CC(=N1)C1=NC=CC=C1)(F)F 6-(4-trifluoromethylphenyl)-2,2'-bipyridine platinum (II) chloride